C(#N)C=1C(=C(C=CC1)B(O)O)F 3-CYANO-2-FLUOROPHENYLBORONIC ACID